C1=CC=C2C=C3C(=CC2=C1)C=CC=C3N Aminoanthracene